C1(=CC=CC=C1)P(C1=C(C(=CC=C1)OC)C1=C(C=CC=C1OC)P(C1=CC=CC=C1)C1=CC=CC=C1)C1=CC=CC=C1 (±)-2,2'-bis-(diphenylphosphino)-6,6'-dimethoxy-1,1'-biphenyl